CN([C@@H](C1=C(C=CC=C1)P(C1=CC=CC=C1)C1=CC=CC=C1)[C-]1C(=CC=C1)P(C1=CC=CC=C1)C1=CC=CC=C1)C.[CH-]1C=CC=C1.[Fe+2] (Rp)-1-[(R)-α-(Dimethylamino)-2-(diphenylphosphino)benzyl]-2-diphenylphosphinoferrocene